C1(=CC=CC=C1)N1C(=NC2=C1C=CC=C2)C=2C(=C(C=CC2)C2=NC1=C(N2C2=CC=CC=C2)C=CC=C1)C1=NC2=C(N1C1=CC=CC=C1)C=CC=C2 tris-(N-phenylbenzimidazole-2-yl)benzene